(S)-2-(8-(1-(5-(2-azaspiro[3.3]heptan-6-yl)pyrimidin-2-yl)piperidin-4-yl)-6,6a,7,8,9,10-hexahydro-5H-pyrazino[1',2':4,5]pyrazino[2,3-c]pyridazin-2-yl)phenol C1NCC12CC(C2)C=2C=NC(=NC2)N2CCC(CC2)N2C[C@H]1N(C=3C(=NN=C(C3)C3=C(C=CC=C3)O)NC1)CC2